3-(bromomethyl)-5-fluorobenzonitrile BrCC=1C=C(C#N)C=C(C1)F